N1C(=C(C=2C(=C(C(=CC12)[2H])[2H])[2H])[2H])C=O indolecarbaldehyde-d4